(R)-5-(1-(3,5-Dichloropyridin-4-yl)ethoxy)-N-(1-(2-(Dimethylamino)ethyl)-1H-Pyrazol-4-yl)-1H-Indazol-3-Carboxamid ClC=1C=NC=C(C1[C@@H](C)OC=1C=C2C(=NNC2=CC1)C(=O)NC=1C=NN(C1)CCN(C)C)Cl